Nickel bis(acetylacetone) C(C)(=O)CC(C)=O.C(C)(=O)CC(C)=O.[Ni]